4-(tert-butoxycarbonylamino)tetrahydrofuran-3-carboxylic acid C(C)(C)(C)OC(=O)NC1C(COC1)C(=O)O